N[C@H]1CN(CCC1)C(=O)C1=NNC(=C1C1=CC=C(C=C1)C#N)OCC1=CC=NC=C1 4-{3-[((3R)-3-aminopiperidyl)carbonyl]-5-(4-pyridylmethoxy)pyrazolyl}benzenecarbonitrile